OCCN1CCN(CC1)C=1C=CC(=C(C(=O)N[C@H](C)C2=CC(=CC=C2)C=2C=NN(C2)C)C1)C 5-[4-(2-Hydroxyethyl)piperazin-1-yl]-2-methyl-N-[(1R)-1-[3-(1-methylpyrazol-4-yl)phenyl]ethyl]benzamide